FC=1C=C2C(C3=NC4=CC(=CC=C4C(N3C2=CC1)=O)CN1CCN(CC1)C)=O 8-Fluoro-3-((4-methylpiperazin-1-yl)methyl)indolo[2,1-b]quinazoline-6,12-dione